C(C)(C)(C)C1=C(C=C(C(=C1)C(C)(C)C)OC)OC 4,6-di-tert-butyl-1,3-dimethoxybenzene